CCCCCC(=O)C(=O)C Octanedione